(1R,2S,5S)-N-(1-Cyclopropyl-4-(dimethylamino)-3,4-dioxobutan-2-yl)-3-((S)-2-isobutyramido-3,3-dimethylbutanoyl)-6,6-dimethyl-3-azabicyclo[3.1.0]hexane-2-carboxamide C1(CC1)CC(C(C(=O)N(C)C)=O)NC(=O)[C@@H]1[C@H]2C([C@H]2CN1C([C@H](C(C)(C)C)NC(C(C)C)=O)=O)(C)C